(2R)-4-[3-cyano-4-(trifluoromethoxy)phenyl]-N-(2-{1-[(4-iodophenyl)methyl]piperidin-4-yl}ethyl)-2-methylpiperazine-1-carboxamide C(#N)C=1C=C(C=CC1OC(F)(F)F)N1C[C@H](N(CC1)C(=O)NCCC1CCN(CC1)CC1=CC=C(C=C1)I)C